1-(4-((1-hydroxy-2-methylpropan-2-yl)oxy)-2-methylphenyl)-3-(4-isopropyl-2-(4-(trifluoromethyl)phenyl)thiazol-5-yl)propan-1-one OCC(C)(C)OC1=CC(=C(C=C1)C(CCC1=C(N=C(S1)C1=CC=C(C=C1)C(F)(F)F)C(C)C)=O)C